CNC1=NC=C(C2=CC(=NC=C12)N)C1=NN2C(C=CC(=C2)N2C[C@@H](OCC2)C)=N1 (S)-N1-methyl-4-(6-(2-methylmorpholino)-[1,2,4]triazolo[1,5-a]pyridin-2-yl)-2,7-naphthyridine-1,6-diamine